Cl(=O)(=O)(=O)[O-].ClC1=NC(=NC(=N1)OC)[N+]1(CCCCC1)CCOC(CCCCCCCCCCC)=O 1-(4-chloro-6-methoxy-1,3,5-triazin-2-yl)-1-(2-(dodecanoyloxy)ethyl)piperidin-1-ium perchlorate